3-bromo-1-(prop-2-yl)-5-[3-(trifluoromethoxy)phenoxy]-1,2,4-triazole BrC1=NN(C(=N1)OC1=CC(=CC=C1)OC(F)(F)F)C(C)C